3-(2,2,5,5-tetramethyl-1,3-dioxane-4-carboxamido)acrylic acid CC1(OCC(C(O1)C(=O)NC=CC(=O)O)(C)C)C